ethyl iminoacetate N=CC(=O)OCC